tert-butyl (6-(1-((tert-butylsulfinyl)amino)ethyl)pyrazin-2-yl)carbamate C(C)(C)(C)S(=O)NC(C)C1=CN=CC(=N1)NC(OC(C)(C)C)=O